CN1N=C(C(=C1C)C)C(=O)N 1,4,5-trimethyl-1H-pyrazole-3-carboxamide